2-(Difluoromethyl)-4-(5-fluoro-4-hydroxy-3-(trifluoromethyl)-4,5,6,7-tetrahydro-1H-indol-1-yl)benzonitrile FC(C1=C(C#N)C=CC(=C1)N1C=C(C=2C(C(CCC12)F)O)C(F)(F)F)F